(Z)-crotonyl chloride C(\C=C/C)(=O)Cl